OC[C@@H]1CC[C@H](CC1)CN1CCC(CC1)=O trans-1-((4-(hydroxymethyl)cyclohexyl)methyl)piperidin-4-one